4-(7-(4-(2-(2-aminopyridin-3-yl)-5-phenyl-3H-imidazo[4,5-b]pyridin-3-yl)benzyl)-2,7-diazaspiro[4.4]nonan-2-yl)-1,3,5-triazine-2-carbonitrile NC1=NC=CC=C1C1=NC=2C(=NC(=CC2)C2=CC=CC=C2)N1C1=CC=C(CN2CC3(CCN(C3)C3=NC(=NC=N3)C#N)CC2)C=C1